2,4-diamino-6-[2'-undecylethyl]-s-triazine NC1=NC(=NC(=N1)N)CCCCCCCCCCCCC